N,N-dimethyl-1-[3-pyrimidin-5-yl-1-(2-trimethylsilylethoxymethyl)pyrrolo[2,3-b]pyridin-4-yl]piperidin-3-amine CN(C1CN(CCC1)C1=C2C(=NC=C1)N(C=C2C=2C=NC=NC2)COCC[Si](C)(C)C)C